2,2'-thiodiethylenebis[3-(3,5-di-tert-butyl 4-hydroxyphenyl)propionate] S(CCC(C(=O)[O-])CC1=CC(=C(C(=C1)C(C)(C)C)O)C(C)(C)C)CCC(C(=O)[O-])CC1=CC(=C(C(=C1)C(C)(C)C)O)C(C)(C)C